2,5-dichloro-4-(3-fluorophenyl)pyrimidine ClC1=NC=C(C(=N1)C1=CC(=CC=C1)F)Cl